ethyl 2-(4-((1-benzyl-6-oxo-1,6-dihydropyridin-3-yl)oxy)-3,5-dichlorophenyl)-3,5-dioxo-1,2,4-triazine-6-carboxylate C(C1=CC=CC=C1)N1C=C(C=CC1=O)OC1=C(C=C(C=C1Cl)N1N=C(C(NC1=O)=O)C(=O)OCC)Cl